1-phenylbutane-2,3-diene-1-one C1(=CC=CC=C1)C(C=C=C)=O